2,6-dimethyl-4-isopropylphenylacetic acid CC1=C(C(=CC(=C1)C(C)C)C)CC(=O)O